benzyl-N-(pyridin-3-yl)methanesulfonamide C(C1=CC=CC=C1)CS(=O)(=O)NC=1C=NC=CC1